C1CNCCC12CCC(CC2)CN2CCC(CC2)N2N=C(C(=C2C(F)F)C(=O)C=2C=NN1C2N=C(C=C1)N1CCN(CC1)C(=O)[O-])CC1=CC=CC=C1 4-(3-((1-(1-((3-azaspiro[5.5]undec-9-yl)methyl)piperidin-4-yl)-3-Benzyl (difluoromethyl)-1H-pyrazol-4-yl)carbonyl)pyrazolo[1,5-a]pyrimidin-5-yl)piperazine-1-carboxylate